FC(C=1C(NN=CC1N[C@H](CN1C[C@@H](CC1)C(=O)N1C2CN(CC1CC2)C2=NC=C(C=N2)C(F)(F)F)C)=O)(F)F 4-(trifluoromethyl)-5-(((2S)-1-((3R)-3-(3-(5-(trifluoromethyl)pyrimidin-2-yl)-3,8-diazabicyclo[3.2.1]octane-8-carbonyl)pyrrolidin-1-yl)propan-2-yl)amino)pyridazin-3(2H)-one